2-amino-N-(4-(3-(1-methyl-1H-pyrazol-3-yl)phenyl)thiazol-2-yl)acetamide NCC(=O)NC=1SC=C(N1)C1=CC(=CC=C1)C1=NN(C=C1)C